ClC=1C=C(C=CC1)SC1=CNC=2N=CN=CC21 5-((3-chlorophenyl)thio)-7H-pyrrolo[2,3-d]pyrimidin